tetracontyl eicos-13-enoate C(CCCCCCCCCCCC=CCCCCCC)(=O)OCCCCCCCCCCCCCCCCCCCCCCCCCCCCCCCCCCCCCCCC